(S)-3-(6-(6-(dimethylamino)-4-(trifluoromethyl)pyridin-2-yl)-4-((3-(trifluoromethyl)phenyl)-sulfonyl)-3,4-dihydro-2H-benzo[b][1,4]oxazin-2-yl)propanoic acid CN(C1=CC(=CC(=N1)C1=CC2=C(O[C@H](CN2S(=O)(=O)C2=CC(=CC=C2)C(F)(F)F)CCC(=O)O)C=C1)C(F)(F)F)C